C1(CCC1)C=1C=C(C=CC1)C1CC2(CN(C2)C(=O)C2CC3(C2)NC(OC3)=O)C1 2-(6-(3-Cyclobutylphenyl)-2-azaspiro[3.3]heptane-2-carbonyl)-7-oxa-5-azaspiro[3.4]octan-6-one